ClC1=CC=C(C=C1)C(C(CCO)(F)F)(C)O[Si](CC)(CC)CC 4-(4-chlorophenyl)-3,3-difluoro-4-((triethylsilyl)oxy)pentan-1-ol